4-(4-(3,4-dichlorophenyl)-2-(morpholinomethyl)piperazine-1-carbonyl)-1,8-naphthyridin-2(1H)-one ClC=1C=C(C=CC1Cl)N1CC(N(CC1)C(=O)C1=CC(NC2=NC=CC=C12)=O)CN1CCOCC1